3-(1-((6-(((cyclobutylmethyl)amino)methyl)imidazo[1,2-a]pyridin-2-yl)methyl)-1H-1,2,3-triazole-4-yl)-5-nitropyridin-4-amine C1(CCC1)CNCC=1C=CC=2N(C1)C=C(N2)CN2N=NC(=C2)C=2C=NC=C(C2N)[N+](=O)[O-]